COCCOCCOCCNC(C)(C)C (2-(2-(2-tert-butylaminoethoxy)ethoxy)-ethyl) methyl ether